OC(C1=C(C=CC=C1)O)C=C 2-[hydroxy(vinyl)methyl]phenol